CNC(=O)C1CN(CC1)C(=O)C1[N@@](C1)C(C1=CC=CC=C1)(C1=CC=CC=C1)C1=CC=CC=C1 N-methyl-1-((R)-1-tritylaziridine-2-carbonyl)pyrrolidine-3-carboxamide